COC(C1=CC(=CC=C1)O)=C1C2CC3CC(CC1C3)C2 2-(α-methoxy-3-hydroxybenzylidene)adamantane